CN1N=C(C(=C1[2H])C(O)([2H])[2H])[2H] 1-methyl-1H-pyrazol-4-METHANOL-d4